3-fluoro-5-((2'-(5-bromoisoindolin-2-yl)-[2,4'-bipyrimidinyl]-4-yl)ethynyl)-1H-indazole FC1=NNC2=CC=C(C=C12)C#CC1=NC(=NC=C1)C1=NC(=NC=C1)N1CC2=CC=C(C=C2C1)Br